3-(2-cyanopropan-2-yl)-N-(2,4-dimethyl-3-nitrophenyl)benzamide C(#N)C(C)(C)C=1C=C(C(=O)NC2=C(C(=C(C=C2)C)[N+](=O)[O-])C)C=CC1